N[C@H](C(=O)N[C@H](C(=O)O)[C@H](CCCB(O)O)CN)C(C)C (2S,3R)-2-((S)-2-amino-3-methylbutanamido)-3-(aminomethyl)-6-boronohexanoic acid